butyl-vinylimidazolium C(CCC)[N+]1=C(NC=C1)C=C